4,4'-bis(2-(9-anthracenyl)ethenyl)-1,1'-biphenyl C1=CC=CC2=CC3=CC=CC=C3C(=C12)C=CC1=CC=C(C=C1)C1=CC=C(C=C1)C=CC=1C2=CC=CC=C2C=C2C=CC=CC12